Cl.CC(CCC(C)C)N 1,4-dimethylpentylamine hydrochloride